tert-butyl (R)-3-(2-((tert-butoxycarbonyl)amino)-3-methoxypropyl)-1H-indole-1-carboxylate C(C)(C)(C)OC(=O)N[C@H](CC1=CN(C2=CC=CC=C12)C(=O)OC(C)(C)C)COC